2-[(2,2-difluoro-1,3-benzodioxol-5-yl)oxy]-3-fluoro-4-iodo-pyridine FC1(OC2=C(O1)C=CC(=C2)OC2=NC=CC(=C2F)I)F